3-(3-chlorophenyl)piperazine ClC=1C=C(C=CC1)C1CNCCN1